4-(1-(4-(5-((2,4-dimethoxybenzyl)amino)-3-ethyl-2-((tetrahydro-2H-pyran-4-yl)amino)pyrido[3,4-b]pyrazin-8-yl)-2-methoxyphenyl)piperidin-4-yl)piperazine-1-carboxylic acid COC1=C(CNC2=NC=C(C=3C2=NC(=C(N3)NC3CCOCC3)CC)C3=CC(=C(C=C3)N3CCC(CC3)N3CCN(CC3)C(=O)O)OC)C=CC(=C1)OC